ClC1=NC=C(C(=C1)NC1CCC(CC1)F)C1=NC=C(N=C1)OC1CCOCC1 2-chloro-N-((1s,4s)-4-fluorocyclohexyl)-5-(5-((tetrahydro-2H-pyran-4-yl)oxy)pyrazin-2-yl)pyridin-4-amine